BrC=1C=CC=2N(C3=CC=C(C=C3OC2C1)C=1C=C2C=CNC2=CC1)CCN1CCOCC1 3-bromo-7-(1H-indol-5-yl)-10-[2-(morpholin-4-yl)ethyl]phenoxazine